N-tert-Butyl-6-chloro-3-[[(1R)-1-(3-cyano-6-methyl-4-oxo-2-phenyl-chromen-8-yl)ethyl]amino]pyridine-2-sulfonamide C(C)(C)(C)NS(=O)(=O)C1=NC(=CC=C1N[C@H](C)C=1C=C(C=C2C(C(=C(OC12)C1=CC=CC=C1)C#N)=O)C)Cl